(S)-(6-(1-amino-1,3-dihydrospiro[inden-2,4'-piperidin]-1'-yl)-3-bromopyrazin-2-yl)(tert-butoxycarbonyl)carbamic acid tert-butyl ester C(C)(C)(C)OC(N(C(=O)OC(C)(C)C)C1=NC(=CN=C1Br)N1CCC2(CC1)[C@@H](C1=CC=CC=C1C2)N)=O